1-Tert-butoxy-2-ethoxyethane C(C)(C)(C)OCCOCC